[Cu].[Ni].C(C)[C@]1(C(OCC=2C(N3CC=4C(=NC=5C=CC(=C6C5C4C(CC6)NC(C)=O)F)C3=CC21)=O)=O)O N-((9S)-9-ethyl-4-fluoro-9-hydroxy-10,13-dioxo-2,3,9,10,13,15-hexahydro-1H,12H-benzo[de]pyrano[3',4':6,7]indolizino[1,2-b]quinolin-1-yl)acetamide nickel-Copper